Cl.NCCN(CC)CC=1C(=C(C#N)C=CC1F)F 3-(((2-aminoethyl)(ethyl)amino)methyl)-2,4-difluorobenzonitrile hydrochloride